CC1(COC=2C1=NC(=CC2CNC2(CC2)C)C(=O)O)C 3,3-dimethyl-7-(((1-methylcyclopropyl)amino)methyl)-2,3-dihydrofuro[3,2-b]pyridine-5-carboxylic acid